COC1=CC2=C(C=CC(O2)=O)C=C1C(C(C(C)(C)O)O)O 7-methoxy-6-(1,2,3-trihydroxy-3-methylbutyl)-2H-benzopyran-2-one